BrC1=C(C=C(C(=O)Cl)C=C1)OC 4-Bromo-3-methoxybenzoyl Chloride